ClC=1C=C(C=CC1F)NC(=O)C1=C(N=CN1C)C1CC2CC(CC2C1)(O)C1=CC(=NN1C)NCC N-(3-Chloro-4-fluorophenyl)-4-(5-(3-(ethylamino)-1-methyl-1H-pyrazol-5-yl)-5-hydroxyoctahydropentalen-2-yl)-1-methyl-1H-imidazole-5-carboxamide